2-{[1-(4-amino-2,6-difluorophenyl)-1H-pyrazol-3-yl]carbamoyl}benzoic acid NC1=CC(=C(C(=C1)F)N1N=C(C=C1)NC(=O)C1=C(C(=O)O)C=CC=C1)F